ClC=1C(=NC=C(C1)[N+](=O)[O-])O 3-Chloro-5-nitropyridin-2-ol